trans-N-(3-(1-Cyclopropyl-1H-pyrazol-4-yl)phenyl)-4-(2-hydroxyacetamido)-N-((trans-4-(4-methoxy-3-methylphenyl)cyclohexyl)methyl)cyclohexanecarboxamide C1(CC1)N1N=CC(=C1)C=1C=C(C=CC1)N(C(=O)[C@@H]1CC[C@H](CC1)NC(CO)=O)C[C@@H]1CC[C@H](CC1)C1=CC(=C(C=C1)OC)C